4-(1-(3-((5-ethyl-1,3,4-oxadiazol-2-yl)amino)-4-methylbenzoyl)piperidin-4-yl)benzonitrile C(C)C1=NN=C(O1)NC=1C=C(C(=O)N2CCC(CC2)C2=CC=C(C#N)C=C2)C=CC1C